ClC=1C(=C2C=NNC2=C(C1F)NC1=CC=NN1C)C=1N=CC=2N(C1)C=C(N2)NC(=O)[C@H]2[C@H](C2)F (1S,2S)-N-(6-(5-chloro-6-fluoro-7-((1-methyl-1H-pyrazol-5-yl)amino)-1H-indazol-4-yl)imidazo[1,2-a]pyrazin-2-yl)-2-fluorocyclopropane-1-carboxamide